C(\C=C\C(=O)O)(=O)O.FC1=C2C(=NNC2=CC=C1F)CCN(C)C 2-(4,5-difluoro-1H-indazol-3-yl)-N,N-dimethylethan-1-amine fumarate